C(C)C1=CC=C(C=C1)S(=O)(=O)C=1C=NC2=CC=C(C=C2C1N1CCC(CC1)(O)C1=CC=CC=C1)OC(F)(F)F 1-(3-((4-ethylphenyl)sulfonyl)-6-(trifluoromethoxy)quinolin-4-yl)-4-phenylpiperidin-4-ol